N[C@H](C(=O)NC1CCC=2C1=NNC(C2C(F)(F)F)=O)C (2S)-2-Amino-N-(3-oxo-4-(trifluoromethyl)-3,5,6,7-tetrahydro-2H-cyclopenta[c]pyridazin-7-yl)propanamide